FC=1C=NN(C1)C1=CC=C(C=C1)CCC(C)C=1C=C(C=CC1)C1=NN2C(C=CC=C2)=C1C#N (3R)-3-(4-(4-fluoro-1H-pyrazol-1-yl)phenyl-butan-2-yl)phenyl-pyrazolo[1,5-a]pyridine-3-carbonitrile